butyl 3,4,5-trimethoxybenzoate maleate C(\C=C/C(=O)O)(=O)O.COC=1C=C(C(=O)OCCCC)C=C(C1OC)OC